C(C)(C)SC1=C(C=CC=C1)[N+](=O)[O-] isopropyl-(2-nitrophenyl)sulfane